5-methanesulfonyl-3-methyl-1H-pyrrole-2-carboxamide CS(=O)(=O)C1=CC(=C(N1)C(=O)N)C